(4-amino-3-fluorophenyl)-N-propylacetamide NC1=C(C=C(C=C1)CC(=O)NCCC)F